5-chloro-6-nitroisoindoline-1,3-dione ClC=1C=C2C(NC(C2=CC1[N+](=O)[O-])=O)=O